(S)-methyl 2-(4-(6-((4-cyano-2-fluorobenzyl) oxy) pyridin-2-yl)-2-fluoro-5-methylbenzyl)-1-(oxetan-2-ylmethyl)-1H-thieno[2,3-d]imidazole-5-carboxylate C(#N)C1=CC(=C(COC2=CC=CC(=N2)C2=CC(=C(CC=3N(C4=C(N3)SC(=C4)C(=O)OC)C[C@H]4OCC4)C=C2C)F)C=C1)F